C(C=C)OC(=O)N1[C@@H](C[C@H](C1)N(C(=O)OC(C)(C)C)CC1=CC=CC=C1)C(=O)O (2S,4R)-1-((allyloxy)carbonyl)-4-(benzyl(tert-butoxycarbonyl)amino)pyrrolidine-2-carboxylic acid